C(#N)C=1C(=NC(=NC1)NC)C1=C(N=C(S1)NC(=O)NC1=CC(=C(C=C1)CN1CCN(CC1)S(=O)(=O)C)C(F)(F)F)C 1-(5-(5-Cyano-2-(methylamino)pyrimidin-4-yl)-4-methylthiazol-2-yl)-3-(4-((4-(methylsulfonyl)piperazin-1-yl)methyl)-3-(trifluoromethyl)phenyl)urea